triphenylen-2-ylboronic acid C1=C(C=CC=2C3=CC=CC=C3C3=CC=CC=C3C12)B(O)O